C[Si]1(CN(CCO1)C)C 2,2,4-Trimethyl-2-silamorpholin